OCCCC(=O)OC1C[C@H](N(C1)CCCCCC(OCCCCCCCCCCC)=O)C(=O)OCCCCCCCC(=O)OC(CCCCCCCC)CCCCCCCC [8-(1-octylnonoxy)-8-oxo-octyl] (2S)-4-(4-hydroxybutanoyloxy)-1-(6-oxo-6-undecoxy-hexyl)pyrrolidine-2-carboxylate